C(C)(=O)[O-].C(CCC)[N+]1(CCCC1)C 1-butyl-1-methylpyrrolidinium acetate